N[C@H]1C[C@H](N(C1)C1=C2C=CN(C2=CC=C1NC(=O)C1=NC(=NC=C1)C1=C(C=CC=C1OC)F)C)CO N-(4-((2S,4S)-4-Amino-2-(hydroxymethyl)pyrrolidin-1-yl)-1-methyl-1H-indol-5-yl)-2-(2-fluoro-6-methoxyphenyl)pyrimidine-4-carboxamide